C[Mo](C1=CC=CC=C1)(C1=CC=CC=C1)C dimethyldiphenyl-molybdenum